4-[(1S)-1-[[4-[(3R)-3-(3-Methylphenoxy)pyrrolidin-1-yl]tetrahydropyran-4-carbonyl]amino]ethyl]benzoic acid, hydrochloride Cl.CC=1C=C(O[C@H]2CN(CC2)C2(CCOCC2)C(=O)N[C@@H](C)C2=CC=C(C(=O)O)C=C2)C=CC1